C(C1CO1)OC(C(=C)C)=O.C(C)C(CC=C(C(=O)O)C)CCCC.C(C=C)(=O)O acrylic acid 2-ethylhexyl-methyl-acrylate glycidyl-methacrylate